3-((5-(5-(difluoromethyl)-1,3,4-oxadiazole-2-yl)pyridine-2-yl)methyl)-1-methylquinazoline-2,4(1H,3H)-dione FC(C1=NN=C(O1)C=1C=CC(=NC1)CN1C(N(C2=CC=CC=C2C1=O)C)=O)F